FC1(CCC(CC1)C1=NC=CC(=C1NC(=O)C1=NN2C(OCCC2)=C1)C1=C(C=CC(=C1)F)F)F N-(2-(4,4-difluorocyclohexyl)-4-(2,5-difluorophenyl)pyridin-3-yl)-6,7-dihydro-5H-pyrazolo[5,1-b][1,3]oxazine-2-carboxamide